2-methyl 6-(2-(trimethylsilyl)ethyl) 3-(9-((4-(((tert-butoxycarbonyl)amino)methyl)phenyl)carbamoyl)-4,5-dihydrobenzo[b]thieno[2,3-d]oxepin-8-yl)pyridine-2,6-dicarboxylate C(C)(C)(C)OC(=O)NCC1=CC=C(C=C1)NC(=O)C1=CC2=C(OCCC3=C2SC=C3)C=C1C=1C(=NC(=CC1)C(=O)OCC[Si](C)(C)C)C(=O)OC